C1(=CC=C(C=C1)C=1SC=CN1)C 2-p-tolyl-thiazol